tert-butyl N-[(1R,3S)-3-[[6-bromo-3-[N'-(2-chloro-5-fluoro-phenyl)carbamimidoyl]pyrrolo[1,2-b]pyridazin-4-yl]amino]cyclopentyl]carbamate BrC=1C=C2N(N=CC(=C2N[C@@H]2C[C@@H](CC2)NC(OC(C)(C)C)=O)C(N)=NC2=C(C=CC(=C2)F)Cl)C1